Methyl (1R,3S,6S,11aS)-6-((tert-butoxycarbonyl)amino)-1-hydroxy-5-oxodecahydro-1H-pyrrolo[1,2-a]azonine-3-carboxylate C(C)(C)(C)OC(=O)N[C@H]1CCCCC[C@@H]2N(C1=O)[C@@H](C[C@H]2O)C(=O)OC